CC(C)NC=1C2=C(N=CN1)C=NC=C2 N-(prop-2-yl)pyrido[3,4-d]Pyrimidin-4-amine